5-{3-[4-(3-methoxybenzyloxy)phenylthio]furan-2-yl}imidazolidine-2,4-dione COC=1C=C(COC2=CC=C(C=C2)SC2=C(OC=C2)C2C(NC(N2)=O)=O)C=CC1